O1C[C@@H](OC2=NC=CC=C21)C2=CC=C(CN1CCC(CC1)NC([C@@H](C)NC)=O)C=C2 (R)-N-{1-[(S)-4-(2,3-dihydro-[1,4]dioxino[2,3-b]pyridin-3-yl)-benzyl]-piperidin-4-yl}-2-methylamino-propionamide